CN1CCN(CC1)CC1=CC=C(C=C1)NC(=O)C1=NNC2=CC=C(C=C12)NC(CC)=O N-(4-((4-methylpiperazin-1-yl)methyl)phenyl)-5-propanamido-1H-indazole-3-carboxamide